FC(CN1CCN(CC1)C1=CC=C2C(=N1)C(=CN2)NC(NC2=CC=C(C=C2)C(F)(F)F)=O)(C(C(C(F)F)(F)F)(F)F)F 3-{5-[4-(2,2,3,3,4,4,5,5-octafluoropentyl)piperazin-1-yl]-1H-pyrrolo[3,2-b]pyridin-3-yl}-1-[4-(trifluoromethyl)phenyl]urea